IC=1C=C(C=CC1)C(C(=O)OC)(CCCCC(C=C)(C)C)C methyl 2-(3-iodophenyl)-2,7,7-trimethylnon-8-enoate